C(C)(=O)OC1CCC2(C3C(C=C4C5C(C(CCC5(CCC4(C3(CCC2C1(C(=O)O)C)C)C)C)C)C)=O)C 3-acetyloxy-4,6a,6b,8a,11,12,14b-heptamethyl-14-oxo-1,2,3,4a,5,6,7,8,9,10,11,12,12a,14a-tetradecahydropicene-4-carboxylic acid